N1(N=CC=C1)CC=1NC=2N(C(C1C=1C=C3C=CC=NC3=CC1)=O)N=C(C2C2=CC=CC=C2)C2=CC=CC=C2 5-((1H-pyrazol-1-yl)methyl)-2,3-diphenyl-6-(quinolin-6-yl)pyrazolo[1,5-a]Pyrimidin-7(4H)-one